N,N-dimethylperfluorobutanamide CN(C(C(C(C(F)(F)F)(F)F)(F)F)=O)C